C1(=C(CCCC1)C(=O)O)C(=O)O 1-cyclohexene-1,2-dicarboxylic acid